4-(((3-chloro-1,4-diphenoxy-1,4-dihydronaphthalen-2-yl)amino)methyl)-N-(pyridin-2-yl)benzamide ClC1=C(C(C2=CC=CC=C2C1OC1=CC=CC=C1)OC1=CC=CC=C1)NCC1=CC=C(C(=O)NC2=NC=CC=C2)C=C1